ClC1=CN=C2C(=N1)N=C(O2)NC2CN(CCC2)CC 5-chloro-N-(1-ethylpiperidin-3-yl)oxazolo[4,5-b]pyrazin-2-amine